NC1=NC2=CC=C(C=C2C=C1Br)C(=O)N([C@H](C)C1=NC=CC=N1)CC=1C=C2C(=CN1)OCCC2 2-amino-3-bromo-N-(3,4-dihydro-2H-pyrano[2,3-c]pyridin-6-ylmethyl)-N-((1R)-1-(2-pyrimidinyl)ethyl)-6-quinolinecarboxamide